NC1=CC=C(C(=C1C(=O)N(C)C)F)C=1C(=C2C(=NC1)NC[C@]21C[C@](CC1)(C1=NC(=NO1)C)C)Cl 6-Amino-3-((1R,3S)-4'-chloro-3-methyl-3-(3-methyl-1,2,4-oxadiazol-5-yl)-1',2'-dihydrospiro[cyclopentane-1,3'-pyrrolo[2,3-b]pyridin]-5'-yl)-2-fluoro-N,N-dimethylbenzamide